C(=O)[C@@H]1CN(CCC1)C(=O)OC(C)(C)C tert-butyl (S)-3-formylpiperidine-1-carboxylate